3,3-dimethyl-N-acetoxy-1-[9-ethyl-6-(2-methylbenzoyl)-9H-carbazol-3-yl]-3-cyclopentylpropan-1-imine CC(CC(=NOC(C)=O)C=1C=CC=2N(C3=CC=C(C=C3C2C1)C(C1=C(C=CC=C1)C)=O)CC)(C1CCCC1)C